C(CCC)NC=1C(=CC=C(C(=O)O)C1)OC1=CC=CC=C1 5-n-butylamino-4-phenoxybenzoic acid